1-(3-((2,6-dihydroxy-5'-methyl-4-pentyl-2'-(prop-1-en-2-yl)-[1,1'-biphenyl]-3-yl)sulfonyl)piperidin-1-yl)ethan-1-one OC1=C(C(=CC(=C1S(=O)(=O)C1CN(CCC1)C(C)=O)CCCCC)O)C1=C(C=CC(=C1)C)C(=C)C